tert-butyl 3-[1-methoxy-3-(1-methylindol-3-yl)-1,3-dioxopropan-2-yl]indole-1-carboxylate COC(C(C(=O)C1=CN(C2=CC=CC=C12)C)C1=CN(C2=CC=CC=C12)C(=O)OC(C)(C)C)=O